BrC=1C=C(C=CC1O)C1=CC=C(C=C1)C(=O)OCC ethyl 3'-bromo-4'-hydroxy-[1,1'-biphenyl]-4-carboxylate